(2R,3R,4S,5R,6R)-methyl 3,4,5-trihydroxy-6-(hydroxymethyl)tetrahydro-2H-pyran-2-carboxylate O[C@H]1[C@@H](O[C@@H]([C@@H]([C@@H]1O)O)CO)C(=O)OC